2-bromo-1-(2-bromoethoxy)-4-nitrobenzene BrC1=C(C=CC(=C1)[N+](=O)[O-])OCCBr